N-[(1S)-1-[[(1S)-1-cyano-2-[(3S)-2-oxopyrrolidin-3-yl]ethyl]carbamoyl]-3,3-dimethyl-butyl]-4-methoxy-1H-indole-2-carboxamide C(#N)[C@H](C[C@H]1C(NCC1)=O)NC(=O)[C@H](CC(C)(C)C)NC(=O)C=1NC2=CC=CC(=C2C1)OC